BrC1=C2C(=NC(=C1)N1[C@@H](COCC1)C)C(=NS2)C2=CC=NN2C2OCCCC2 (3R)-4-{7-bromo-3-[1-(oxan-2-yl)-1H-pyrazol-5-yl]-[1,2]thiazolo[4,5-b]pyridin-5-yl}-3-methylmorpholine